O1C(C1)COS(=O)(=O)C1=CC=C(C=C1)[N+](=O)[O-] 4-nitrobenzenesulfonic acid oxirane-2-ylmethyl ester